OC1C=CC(C1C)=O (±)-4-hydroxy-5-methylcyclopent-2-en-1-one